CN1N=CC(=C1)NC1=NC=CC(=N1)C1=NC=CC2=C1C(CCCC2)N (2-((1-methyl-1H-pyrazol-4-yl)amino)pyrimidin-4-yl)-6,7,8,9-tetrahydro-5H-cyclohepta[c]pyridin-9-amine